ethyl 7-hydroxy-2-methyl-4-oxo-5-pentyl-8-(m-tolyl)-4H-benzo[d][1,3]dioxine-2-carboxylate OC=1C=C(C2=C(OC(OC2=O)(C(=O)OCC)C)C1C=1C=C(C=CC1)C)CCCCC